C(C)(=O)N1[C@H]([C@@H]([C@H](C2=CC(=CC=C12)C(=O)NC1COC1)NC1=NC=C(C=C1)F)C)CC (2S,3R,4R)-1-acetyl-2-ethyl-4-((5-fluoropyridin-2-yl)amino)-3-methyl-N-(oxetan-3-yl)-1,2,3,4-tetrahydroquinoline-6-carboxamide